C(C)(C)(C)OC(=O)N1CCC(=CC1)N1C(C=C(C=C1)Br)=O 4-bromo-2-oxo-3',6'-dihydro-2'h-[1,4'-bipyridine]-1'-carboxylic acid tert-butyl ester